5-(1H-imidazole-1-yl)-2-(6-(methyl(2,2,6,6-tetramethyl-piperidin-4-yl)amino)pyridazin-3-yl)phenol N1(C=NC=C1)C=1C=CC(=C(C1)O)C=1N=NC(=CC1)N(C1CC(NC(C1)(C)C)(C)C)C